N-(methoxy)methylpyrrolidone COCN1C(CCC1)=O